CC1=C(C=CC(=C1)C)P(C1=C(C=C(C=C1)C)C)=O di(2,4-dimethylphenyl)phosphine oxide